C(C)(C)(C)C(C(=O)O)N1CCN(CC1)C1=NC=C(C=C1)C1=C(N=NC(=C1)Cl)N.C(#C)[C@]1([C@]2(C)[C@@H](CC1)[C@@H]1CC[C@H]3C[C@H](O)CC[C@]3(C)[C@H]1CC2)O 17α-ethynyl-3α-androstanediol tert-butyl-2-(4-(5-(3-amino-6-chloropyridazin-4-yl)pyridin-2-yl)piperazin-1-yl)acetate